OC(CC)(C)C 3-hydroxyl-3-methylbutan